ClC1=CC=C2CC(COC2=C1)NC(OCC1=CC=CC=C1)=O benzyl (7-chlorochroman-3-yl)carbamate